ClC=1C=C(C=CC1F)C(=O)C1=CC(=NN1C)C(F)(F)F (3-chloro-4-fluorophenyl)(1-methyl-3-(trifluoromethyl)-1H-pyrazol-5-yl)methanone